C(C)OCCN1C=C(C2=CC(=CC=C12)C=1C=C2C=CC=NC2=CC1)CC(=O)O 2-(1-(2-ethoxyethyl)-5-(quinolin-6-yl)-1H-indol-3-yl)acetic acid